C(#N)C(C(C)C1=NC=CC=C1)NC(=O)[C@@H]1[C@H]2C([C@H]2CN1C([C@H](C(C)(C)C)NC(C(F)(F)F)=O)=O)(C)C (1R,2S,5S)-N-[1-cyano-2-(2-pyridyl)propyl]-3-[(2S)-3,3-dimethyl-2-[(2,2,2-trifluoroacetyl)amino]butanoyl]-6,6-dimethyl-3-azabicyclo[3.1.0]hexane-2-carboxamide